FC1=C(C=CC(=C1)CCOC)C=1C(=CC(=CC1)C(=O)N1CCNCC1)C1=CC(=C(C=C1)C#N)F 2'',3-difluoro-4''-(2-methoxyethyl)-5'-(piperazine-1-carbonyl)-[1,1':2',1''-terphenyl]-4-carbonitrile